HEXADECANEDIOIC ACID C(CCCCCCCCCCCCCCC(=O)O)(=O)O